7-(cyclopropylmethyl)-2,7-diazaspiro[4.4]nonan-1-one C1(CC1)CN1CC2(CCNC2=O)CC1